tert-Butyl (1R,4R,5S)-5-(2-(3-(azetidin-1-yl)-3-oxopropyl)-7-bromo-8-(2-cyanoethyl)-6-fluoro-4-(methylthio)-1H-pyrrolo[3,2-c]quinolin-1-yl)-2-azabicyclo[2.1.1]hexane-2-carboxylate N1(CCC1)C(CCC1=CC=2C(=NC=3C(=C(C(=CC3C2N1[C@H]1[C@H]2CN([C@@H]1C2)C(=O)OC(C)(C)C)CCC#N)Br)F)SC)=O